2-methyl-2-propanyl {[(1S,2R,3S,4R)-3-({[dimethyl(2-methyl-2-propanyl)silyl]oxy}methyl)-2-(1-propen-1-yl)-4-(tetrahydro-2H-pyran-2-yloxy)cyclopentyl]oxy}acetate C[Si](OC[C@@H]1[C@H]([C@H](C[C@H]1OC1OCCCC1)OCC(=O)OC(C)(C)C)C=CC)(C(C)(C)C)C